3-((2-(2,6-dioxopiperidin-3-yl)-1,3-dioxoisoindoline-4-yl)amino)propane O=C1NC(CCC1N1C(C2=CC=CC(=C2C1=O)NCCC)=O)=O